P(O)(=O)(OP(=O)(O)OP(=O)(O)O)OC[C@@H]1[C@H](C[C@@H](O1)N1C(N=C2C(=O)N=C(N)N=C12)=O)O 8-oxo-2'-deoxyguanosine-5'-triphosphate